phenyl 5-chloro-6-piperazin-1-yl-pyridine-3-carboxylate ClC=1C=C(C=NC1N1CCNCC1)C(=O)OC1=CC=CC=C1